OCCN\N=C\C1=CC(=C(C=C1)O)OC 4-[(E)-(2-hydroxyethylhydrazono)methyl]-2-methoxy-phenol